NC=1C=C(C=C(C1)Br)N1C(C2=CC=CC(=C2C1)C(F)(F)F)=O 2-(3-amino-5-bromophenyl)-4-(trifluoromethyl)isoindolin-1-one